P(=O)(OC(CCCCCCCCCCC)=O)(OC(CCCCCCCCCCC)=O)[O-] dilauroyl phosphate